FC(OC1=CC(=NN1)NC1=NC(=CN=C1)O[C@@H]1[C@H]([C@H]2CC[C@@H](C1)N2C)F)F N-(5-(difluoromethoxy)-1H-pyrazol-3-yl)-6-(((1R,2S,3S,5S)-2-fluoro-8-methyl-8-azabicyclo[3.2.1]octan-3-yl)oxy)pyrazin-2-amine